4-((1H-Pyrrolo[2,3-b]pyridin-5-yl)oxy)-6-(2-(2-(2-isopropylphenyl)pyrrolidine-1-yl)-7-azaspiro[3.5]nonan-7-yl)-N-((3-nitro-4-(piperidin-4-carboxamido)phenyl)sulfonyl)nicotinamide N1C=CC=2C1=NC=C(C2)OC2=CC(=NC=C2C(=O)NS(=O)(=O)C2=CC(=C(C=C2)NC(=O)C2CCNCC2)[N+](=O)[O-])N2CCC1(CC(C1)N1C(CCC1)C1=C(C=CC=C1)C(C)C)CC2